1-bromovinylsilane BrC(=C)[SiH3]